COCC[C@H](CCC=C)S(=O)(=O)N(CC1=CC=C(C=C1)OC)CC1=CC=C(C=C1)OC (S)-1-METHOXY-N,N-BIS(4-METHOXYBENZYL)HEPT-6-ENE-3-SULFONAMIDE